C(C)OC(=O)C1=C(OC2=C1C=C(C=C2)O)C2=C(C=C(C=C2)OC)COC 5-hydroxy-2-(4-methoxy-2-(methoxymethyl)phenyl)benzofuran-3-carboxylic acid ethyl ester